C(C1=CC=CC=C1)N1C=2C(=CC=C1)C=C(N2)C2=CC=C(C=C2)OCC 7-benzyl-2-(4-ethoxyphenyl)-7H-pyrrolo[2,3-b]pyridine